2-fluoro-5-(2-isopropyl-6-(methylthio)-3-oxo-2,3-dihydro-1H-pyrazolo[3,4-d]pyrimidin-1-yl)benzonitrile FC1=C(C#N)C=C(C=C1)N1N(C(C=2C1=NC(=NC2)SC)=O)C(C)C